4-methoxy-1-(4-methyl-6-((5-methyl-1H-pyrazol-3-yl)amino)pyrimidin-2-yl)piperidine-4-carboxylic acid, lithium salt [Li+].COC1(CCN(CC1)C1=NC(=CC(=N1)C)NC1=NNC(=C1)C)C(=O)[O-]